5-bromo-N-(isoquinolin-4-yl)-2-nitrobenzamide BrC=1C=CC(=C(C(=O)NC2=CN=CC3=CC=CC=C23)C1)[N+](=O)[O-]